FC1=CC=C(C=C1)NCC(O)C1=NNC(N1)=O 3-[2-(4-Fluorophenylamino)-1-hydroxyethyl]-1H-1,2,4-triazol-5(4H)-one